CC(CCC(=O)O)C.C(=O)OCCC(C)C Isoamyl Formate (3-methylbutyl formate)